5-Ethyl-2-fluoro-4-(3-(5-(4-hydroxycyclohexyl)-1,4,5,6-tetrahydropyrrolo[3,4-d]imidazol-2-yl)-1H-indazol-6-yl)phenol C(C)C=1C(=CC(=C(C1)O)F)C1=CC=C2C(=NNC2=C1)C1=NC2=C(N1)CN(C2)C2CCC(CC2)O